(2S,3R)-3-phenylazetidine-2-carboxylic acid C1(=CC=CC=C1)[C@H]1[C@H](NC1)C(=O)O